FC1=C(C(=CC=2CCC(CC12)NCCC(C(F)(F)F)(C)C)O)N1CC(NS1(=O)=O)=O 5-{1-fluoro-3-hydroxy-7-[(4,4,4-trifluoro-3,3-dimethylbutyl)amino]-5,6,7,8-tetrahydronaphthalen-2-yl}-1λ6,2,5-thiadiazolidine-1,1,3-trione